3,5-dichlorophenylmethyl sulfide ClC=1C=C(C=C(C1)Cl)CSCC1=CC(=CC(=C1)Cl)Cl